C(C1=CC=CC=C1)NC(=O)C=1C=C2C=CN(C2=CC1)CC1=CC(=C(C=C1)Cl)F N-benzyl-1-(4-chloro-3-fluorobenzyl)-1H-indole-5-formamide